Ethyl (R,E)-3-(3-(naphthalen-2-yl)allyl)-2-oxotetrahydro-2H-pyran-3-carboxylate C1=C(C=CC2=CC=CC=C12)/C=C/C[C@@]1(C(OCCC1)=O)C(=O)OCC